(E)-Methyl 1-acetyl-3-(ethoxy(phenyl)methylene)-5-methyl-2-oxoindoline-6-carboxylate C(C)(=O)N1C(/C(/C2=CC(=C(C=C12)C(=O)OC)C)=C(\C1=CC=CC=C1)/OCC)=O